C1(CC1)C1=NNC(=N1)C1CC2(CN(C2)C(=O)N2CC3(C2)CC(C3)CN3C(C=CC(=C3)C(F)(F)F)=O)C1 1-[[2-[6-(3-cyclopropyl-1H-1,2,4-triazol-5-yl)-2-azaspiro[3.3]heptane-2-carbonyl]-2-azaspiro[3.3]heptan-6-yl]methyl]-5-(trifluoromethyl)-2-pyridone